ClC1=CC(=C(C=C1)C1=C(C=C(N=N1)N1[C@@H]2[C@H](OCC1)CCN(C2)C(C)=O)C)O 1-[(4aS,8aR)-4-[6-(4-chloro-2-hydroxy-phenyl)-5-methyl-pyridazin-3-yl]-3,4a,5,7,8,8a-hexahydro-2H-pyrido[4,3-b][1,4]oxazin-6-yl]ethanone